C1(CCCCC1)C(C1=C(C=CC=C1)O)C1=C(C=CC=C1)O (cyclohexylmethylene)diphenol